(R)-3-(1-(9-(6-amino-4-methyl-3-(trifluoromethyl)pyridin-2-yl)-8-chloro-5,6-dihydro-4H-[1,4]oxazepino[5,6,7-de]quinazolin-4-yl)ethyl)-N5-methylpyridine-2,5-diamine NC1=CC(=C(C(=N1)C=1C(=C2C=3C(=NC=NC3C1)N(CCO2)[C@H](C)C=2C(=NC=C(C2)NC)N)Cl)C(F)(F)F)C